FC=1C(=C(C=CC1F)[C@@H]1[C@H](O[C@](C1)(C(F)(F)F)CC)C(=O)NC1=CC(=NC=C1)C(=O)N)OC (2S,3R,5R)-4-[[3-(3,4-difluoro-2-methoxy-phenyl)-5-ethyl-5-(trifluoromethyl)tetrahydrofuran-2-carbonyl]amino]pyridine-2-carboxamide